C(C=1C(OC2=CC=CC=C2C1O)=O)C=1C(OC2=CC=CC=C2C1O)=O 3,3'-Methylenebis(4-hydroxycoumarin)